N1N=CC2=C(C=CC=C12)C=1C=C2CC3(C(NC2=CC1)=O)CN(CC3)C#N 6'-(1H-indazol-4-yl)-2'-oxo-1',4'-dihydro-2'H-spiro[pyrrolidine-3,3'-quinoline]-1-carbonitrile